OC1(COC1)C1=CC=C(C=C1)C(=O)N1CCN(CC1)CC=1SC2=C(N1)C=CC(=C2)C(F)(F)F (4-(3-hydroxyoxetan-3-yl)phenyl)(4-((6-(trifluoromethyl)benzo[d]thiazol-2-yl)methyl)piperazin-1-yl)methanone